(S)-2-(1-(4-(3-amino-5-(5-amino-5,7-dihydrospiro[cyclopenta[b]pyridine-6,4'-piperidin]-1'-yl)pyrazin-2-ylthio)-3-chloropyridin-2-yl)azetidin-3-yl)propan-2-ol NC=1C(=NC=C(N1)N1CCC2(CC1)[C@@H](C=1C(=NC=CC1)C2)N)SC2=C(C(=NC=C2)N2CC(C2)C(C)(C)O)Cl